NC1=NC=C(C2=C1N=C(N=C2)C=2C=C(C=CC2)C#C[C@]2(C(N(CC2)C)=O)O)CN(C)C (R)-3-[2-[3-[8-amino-5-(dimethylaminomethyl)pyrido[3,4-d]pyrimidin-2-yl]phenyl]ethynyl]-3-hydroxy-1-methyl-pyrrolidin-2-one